C(C)OC(C[C@H]1[C@@H](CN(CC1)C(=O)OC(C)(C)C)F)=O |r| tert-butyl (3SR,4SR)-4-(2-ethoxy-2-oxo-ethyl)-3-fluoro-piperidine-1-carboxylate